2-(5-bromo-3-ethylsulfonyl-2-pyridyl)-3-chloro-6-(trifluoromethyl)pyrazolo[4,3-c]pyridine BrC=1C=C(C(=NC1)N1N=C2C(C=NC(=C2)C(F)(F)F)=C1Cl)S(=O)(=O)CC